N-Boc-L-cysteine methyl ester COC([C@@H](NC(=O)OC(C)(C)C)CS)=O